BrC1=NNC2=NC(=NC=C21)Cl 3-bromo-6-chloro-1H-pyrazolo[3,4-d]pyrimidin